N-((trans)-4-methoxy-3,4-dihydro-2H-1-benzopyran-3-yl)-3-oxo-1,2,3,4-tetrahydroisoquinoline-1-carboxamide CO[C@H]1[C@@H](COC2=C1C=CC=C2)NC(=O)C2NC(CC1=CC=CC=C21)=O